(R)-4-(4-hydroxycyclohexyl)-2,2-dimethyloxazolidine-3-carboxylic acid tert-butyl ester C(C)(C)(C)OC(=O)N1C(OC[C@H]1C1CCC(CC1)O)(C)C